CC1CN=CC=2C=C(C=NC12)C(F)(F)F 8-methyl-3-(trifluoromethyl)-7,8-dihydro-1,6-naphthyridin